FC1=C(OC2CCN(CC2)C=2N=C3C(=NC2C=2C=NN(C2)C)C=NC(=C3)C=C(C)C)C=CC(=C1)F 2-(4-(2,4-difluorophenoxy)piperidin-1-yl)-3-(1-methyl-1H-pyrazol-4-yl)-7-(2-methylprop-1-en-1-yl)pyrido[3,4-b]pyrazine